C(C1=CC=CC=C1)OCC1=NN(CN1CC)C=1C=C2C=CN=C(C2=C(C1)O[C@H](C(F)(F)F)C)Cl (S)-3-((benzyloxy)methyl)-1-(1-chloro-8-((1,1,1-trifluoropropan-2-yl)oxy)isoquinolin-6-yl)-4-ethyl-1H-1,2,4-triazol